ethyl 2-(4,4-difluoro-3-methylpiperidin-1-yl)-6-methyl-5-(trifluoromethyl)nicotinate FC1(C(CN(CC1)C1=C(C(=O)OCC)C=C(C(=N1)C)C(F)(F)F)C)F